FC1=C(C=C(C=C1)C1(CC1)N(C(=O)OC)C[C@@H]1N(CCOC1)C(=O)OC(C)(C)C)C(F)(F)F tert-butyl (S)-3-(((1-(4-fluoro-3-(trifluoromethyl)phenyl)cyclopropyl) (methoxycarbonyl)amino)methyl)morpholine-4-carboxylate